(Z)-2-((3-chloroisoquinolin-4-yl)methylene)-6-hydroxybenzofuran-3(2H)-one ClC=1N=CC2=CC=CC=C2C1\C=C\1/OC2=C(C1=O)C=CC(=C2)O